FC(C1=CC(=CC=C1)C(F)(F)F)(F)F m-di(trifluoromethyl)benzene